C1(CC1)NC(C1=C(C=C(C=C1OC)C1=CN=C2N1C=CC(=C2)OC[C@H]2CNCC2)OC(F)F)=O N-cyclopropyl-2-(difluoromethoxy)-6-methoxy-4-[7-[[(3R)-pyrrolidin-3-yl]methoxy]imidazo[1,2-a]pyridin-3-yl]benzamide